1-(3-(difluoromethyl)-5-(2,5-dimethyl-1H-pyrrol-1-yl)pyridin-4-yl)-4-methylpiperazine FC(C=1C=NC=C(C1N1CCN(CC1)C)N1C(=CC=C1C)C)F